O1C(=CC=C1)C(=O)[O-].[NH4+] ammonium furancarboxylate